C(C)N(CC)C1=C(C(=C(C(=O)N2CCN(CC2)C(C2=C(C(=C(C=C2)N(CC)CC)O)C(C2=CC=CC=C2)=O)=O)C=C1)C(C1=CC=CC=C1)=O)O Bis(diethylaminohydroxybenzoyl-benzoyl)piperazine